C1(CC1)N(C(=O)C=1C(=NN(C1F)C)C(F)F)CC1=C(C=CC(=C1)C)CC N-Cyclopropyl-3-(difluoromethyl)-N-(2-ethyl-5-methylbenzyl)-5-fluoro-1-methyl-1H-pyrazol-4-carboxamid